N1(CCCCCC1)CCCNC(=O)C1=C(C2=C(CCC3=CN(N=C23)CC2=CC(=CC=C2)Cl)O1)C N-[3-(azepan-1-yl)propyl]-2-(3-chlorobenzyl)-8-methyl-4,5-dihydro-2H-furo[2,3-g]indazole-7-carboxamide